1,3,5-tri(2-methyl-4-aminophenylamino)benzene CC1=C(C=CC(=C1)N)NC1=CC(=CC(=C1)NC1=C(C=C(C=C1)N)C)NC1=C(C=C(C=C1)N)C